N4-[2-(6-methyl-2-pyridyl)pyrimidin-4-yl]-N2-(p-tolyl)pyrimidine-2,4-diamine CC1=CC=CC(=N1)C1=NC=CC(=N1)NC1=NC(=NC=C1)NC1=CC=C(C=C1)C